(R)-2-(3,6-dichloropyridazin-4-yl)-6-(4-(2-methoxyphenyl)piperidin-1-yl)-2-azaspiro[3.4]Octane ClC=1N=NC(=CC1N1CC2(C1)C[C@@H](CC2)N2CCC(CC2)C2=C(C=CC=C2)OC)Cl